FC(OC=1C=NC(=NC1)C=1C(=NC=CN1)C(C)N)F 1-[3-[5-(difluoromethoxy)pyrimidin-2-yl]pyrazin-2-yl]ethylamine